BrC=1C=C(C=C2C(C=C(OC12)S)=O)F 8-bromo-6-fluoro-2-mercapto-4H-chromen-4-one